C(CCC)OC(\C=C\C=1C(=NC(=NC1OC)C)N)=O (E)-3-(4-amino-6-methoxy-2-methyl-pyrimidin-5-yl)prop-2-enoic acid butyl ester